CN1CCN(CC1)C=1C=CC=2N(C1)C(=CN2)C(=O)N2CC1=C(CC2)C(=CS1)C(=O)O 6-[6-(4-methylpiperazin-1-yl)imidazo[1,2-a]pyridine-3-carbonyl]-5,7-dihydro-4H-thieno[2,3-c]pyridine-3-carboxylic acid